4-Methoxy-4-(3-methylbut-3-en-1-yn-1-yl)-1-tosylpiperidine COC1(CCN(CC1)S(=O)(=O)C1=CC=C(C)C=C1)C#CC(=C)C